C(C)(C)(C)OC(=O)N1C[C@H](CC1)CN1CCN(CC1)C=1C=C2C(N(C(C2=CC1)=O)C1C(NC(CC1)=O)=O)=O (3R)-3-[[4-[2-(2,6-dioxo-3-piperidinyl)-1,3-dioxo-isoindol-5-yl]piperazin-1-yl]methyl]pyrrolidine-1-carboxylic acid tert-butyl ester